((6aR,9R)-5-bromo-7-propyl-4,6,6a,7,8,9-hexahydroindolo[4,3-fg]quinolin-9-yl)((2S,4S)-2,4-dimethylazetidin-1-yl)methanone BrC=1NC2=CC=CC=3C4=C[C@H](CN([C@@H]4CC1C32)CCC)C(=O)N3[C@H](C[C@@H]3C)C